FC=1C=C(C=CC1)[C@H](C1CCN(CC1)C(=O)C=1C=CC2=C(NC(CO2)=O)C1)C1=CC=CC=C1 6-[4-[(R)-(3-fluorophenyl)-phenyl-methyl]piperidine-1-carbonyl]-4H-1,4-benzoxazin-3-one